boc-D-glycine C(=O)(OC(C)(C)C)NCC(=O)O